FC(C(=O)N1CC(C1)N1N=C(C=2N=C(N(C(C21)=O)C)C)C2=CC=C(C=C2)C(F)(F)F)=C 1-(1-(2-fluoroacryloyl)azetidin-3-yl)-5,6-dimethyl-3-(4-(trifluoro-methyl)phenyl)-1,6-dihydro-7H-pyrazolo[4,3-d]pyrimidin-7-one